FC=1C=C2C(CCOC2=CC1O[C@H](C1=CC=C(C#N)C=C1)C1=CC=NC=C1)=O (R,S)-4-(((6-Fluoro-4-oxochroman-7-yl)oxy)(pyridin-4-yl)methyl)benzonitrile